OC[C@H]1N(CCCC1)C(=O)C=1C(=NC=CC1)C(=O)OC methyl 3-[(2S)-2-(hydroxymethyl)piperidine-1-carbonyl]pyridine-2-carboxylate